(S)-4-(5,5-difluoro-4-hydroxy-3-(trifluoromethyl)-4,5,6,7-tetrahydro-1H-indol-1-yl)-2-(difluoromethyl)benzonitrile FC1([C@H](C=2C(=CN(C2CC1)C1=CC(=C(C#N)C=C1)C(F)F)C(F)(F)F)O)F